FC([C@@H]1C[C@@H](CC1)N1C(C(=CC=C1)NC(C1=C(C=C(C=C1)NS(=O)(=O)CCO)N1CC[Si](CC1)(C)C)=O)=O)F N-(1-((1R,3S)-3-(difluoromethyl)cyclopentyl)-2-oxo-1,2-dihydropyridin-3-yl)-2-(4,4-dimethyl-1,4-azasilinan-1-yl)-4-((2-hydroxyethyl)sulfonamido)benzamide